ClCCCCCCOCCOCCNC(COCCOCCN1N=NC(=C1)COC1=C(C=CC(=C1)[N+](=O)[O-])N(CC(=O)OCOC(C)=O)CC(=O)OCOC(C)=O)=O bis(acetoxymethyl) 2,2'-((2-((1-(21-chloro-8-oxo-3,6,12,15-tetraoxa-9-azahenicosyl)-1H-1,2,3-triazol-4-yl)methoxy)-4-nitrophenyl)azanediyl)diacetate